C(C)(C)(C)OC(NC1=CC=C(C=C1)OC1=CC(=CC=C1)C=O)=O (4-(3-formylphenoxy)phenyl)carbamic acid tert-butyl ester